CC1=C(C(=O)P(CC(C)C)(C(C2=C(C=C(C=C2C)C)C)=O)=O)C(=CC(=C1)C)C bis(2,4,6-trimethylbenzoyl)isobutyl-phosphine oxide